CC=1C(=C(C(=O)O)C(=CC1)[N+](=O)[O-])[N+](=O)[O-] 3-methyl-2,6-dinitrobenzoic acid